methyl 4-(4-cyclopropyl-1H-imidazol-1-yl)-5-methoxypyridinecarboxylate C1(CC1)C=1N=CN(C1)C1=CC(=NC=C1OC)C(=O)OC